C(C=C)OC[C@H](NC(=O)OC(C)(C)C)C=1N(C=C(N1)C=1C(=NC2=CC=CC=C2C1)OC)C(=O)OC(C)(C)C tert-butyl (R)-2-(2-(allyloxy)-1-((tert-butoxycarbonyl)amino)ethyl)-4-(2-methoxyquinolin-3-yl)-1H-imidazole-1-carboxylate